3-Bromo-8-(4-cyclopropylpiperazin-1-yl)-9-ethyl-6,6-dimethyl-5,6-dihydro-11H-benzo[b]carbazole BrC1=CC=C2C=3CC4=C(C(C3NC2=C1)(C)C)C=C(C(=C4)CC)N4CCN(CC4)C4CC4